Cl.N1=CC=C(C=C1)N pyridin-4-amine hydrochloride